N-(3,3-dimethylbutyl)-3-(3-fluoro-4-hydroxybenzamido)thieno[2,3-c]pyridine-2-carboxamide CC(CCNC(=O)C1=C(C=2C(=CN=CC2)S1)NC(C1=CC(=C(C=C1)O)F)=O)(C)C